1-(5-((3,4-difluorobenzyl)oxy)-2,3-dihydro-1H-inden-1-yl)azetidine-3-carboxylic acid FC=1C=C(COC=2C=C3CCC(C3=CC2)N2CC(C2)C(=O)O)C=CC1F